Methyl-2-methoxyisobutyrat COC(C(C)(C)OC)=O